FC(C)(F)C=1C(=C(C=CC1)[C@@H](C)NC1=NC=2N(C=3C1=CN(C(C3)=O)C3(CC3)C)N=CC2)F (R)-5-((1-(3-(1,1-difluoroethyl)-2-fluorophenyl)ethyl)amino)-7-(1-methylcyclopropyl)pyrazolo[1,5-a]pyrido[3,4-e]pyrimidin-8(7H)-one